2-[2-[3-ethylsulfonyl-6-(trifluoromethyl)imidazo[1,2-a]pyridin-2-yl]-3-oxo-isoindolin-5-yl]oxy-2-methyl-propionitrile C(C)S(=O)(=O)C1=C(N=C2N1C=C(C=C2)C(F)(F)F)N2CC1=CC=C(C=C1C2=O)OC(C#N)(C)C